OCC(C)C1=NN(C(=C1)C(=O)N1CC2(CN(C2)C(=O)OC(C)(C)C)C1)COCC[Si](C)(C)C tert-butyl 6-(3-(1-hydroxypropan-2-yl)-1-((2-(trimethylsilyl)ethoxy)methyl)-1H-pyrazole-5-carbonyl)-2,6-diazaspiro[3.3]heptane-2-carboxylate